[C@H]12CN(C[C@H](CC1)N2)C2=NC(=NC1=CC(=CC=C21)C2=CC(=CC1=CC=CC=C21)O)OC[C@H]2N(C[C@@H](C2)OC)C 4-(4-((1R,5S)-3,8-diazabicyclo[3.2.1]octan-3-yl)-2-(((2S,4R)-4-methoxy-1-methylpyrrolidin-2-yl)methoxy)quinazolin-7-yl)naphthalen-2-ol